COC1=C(C=CC=C1)S(=O)(=O)OC1=C(C=CC=C1)NC(NC1=C(C=CC=C1)OS(=O)(=O)C1=C(C=CC=C1)OC)=O bis-[2-(o-methoxyphenylsulphonyloxy)phenyl]urea